2-(8-oxa-3-aza-bicyclo[3.2.1]oct-3-yl)pyrimidin-4-amine C12CN(CC(CC1)O2)C2=NC=CC(=N2)N